melaMine aluminum phosphate P(=O)([O-])([O-])[O-].[Al+3].N1=C(N)N=C(N)N=C1N